2-amino-1,3,5-trimethoxybenzene hydrochloride Cl.NC1=C(C=C(C=C1OC)OC)OC